CN1CCN(CC1)CC1=C(C=C(C=C1)NC(=O)C1=CC=C2CCN(C2=C1)CC=1C=C2C(=NC1)NN=C2N2CCOCC2)C(F)(F)F N-(4-((4-Methylpiperazin-1-yl)methyl)-3-(trifluoromethyl)phenyl)-1-((3-morpholino-1H-pyrazolo[3,4-b]pyridin-5-yl)methyl)indolin-6-carboxamid